1-{3-[3-chloro-2-methylaminopyridin-4-yl]-5-hydroxymethyl-1H-pyrazolo[3,4-b]pyrazine-6-yl}-N-(5-methoxy-6-methylpyridin-3-yl)-4-methylpiperidine-4-carboximidamide ClC=1C(=NC=CC1C1=NNC2=NC(=C(N=C21)CO)N2CCC(CC2)(C(NC=2C=NC(=C(C2)OC)C)=N)C)NC